(S)-N-((S)-5-((4-bromopyridin-2-yl)oxy)-3,3-difluoropentan-2-yl)-2-methylpropane-2-sulfinamide BrC1=CC(=NC=C1)OCCC([C@H](C)N[S@@](=O)C(C)(C)C)(F)F